(3aR,6aS)-5-(1-isoPropyl-6-((4-phenyl-1-((2-(trimethylsilyl)ethoxy)methyl)-1H-imidazol-2-yl)ethynyl)-1H-pyrazolo[3,4-d]pyrimidin-4-yl)hexahydro-1H-furo[3,4-c]pyrrole C(C)(C)N1N=CC=2C1=NC(=NC2N2C[C@@H]1[C@H](C2)COC1)C#CC=1N(C=C(N1)C1=CC=CC=C1)COCC[Si](C)(C)C